3-[(cyanomethyl)amino]-4-[(6R)-2,2-difluoro-7-[(5-methoxy-7-methyl-1H-indol-4-yl)methyl]-7-azaspiro[3.5]nonan-6-yl]benzoic acid C(#N)CNC=1C=C(C(=O)O)C=CC1[C@H]1CC2(CC(C2)(F)F)CCN1CC1=C2C=CNC2=C(C=C1OC)C